BrC1=CC=C(C=C1)N1N=C(C=C1OC)C#N 1-(4-bromophenyl)-5-methoxy-1H-pyrazole-3-carbonitrile